2-(2,6-dioxopiperidin-3-yl)-5-(((trans-3-(4-(6-(4-methylpiperazin-1-yl)pyridin-2-yl)-1H-pyrazol-1-yl)cyclobutyl)methyl)amino)isoindoline-1,3-dione O=C1NC(CCC1N1C(C2=CC=C(C=C2C1=O)NC[C@@H]1C[C@H](C1)N1N=CC(=C1)C1=NC(=CC=C1)N1CCN(CC1)C)=O)=O